N-[5-ethyl-4-(o-tolyl)-6-(4-piperazin-1-ylphenoxy)pyrimidin-2-yl]-1-methyl-pyrazole-4-sulfonamide C(C)C=1C(=NC(=NC1OC1=CC=C(C=C1)N1CCNCC1)NS(=O)(=O)C=1C=NN(C1)C)C1=C(C=CC=C1)C